C(#N)CC1(CN(C1)C(=O)OC(C)(C)C)N1N=CC(=C1)B1OC(C(O1)(C)C)(C)C tert-Butyl 3-(cyanomethyl)-3-[4-(4,4,5,5-tetramethyl-1,3,2-dioxaborolan-2-yl)-1H-pyrazol-1-yl]azetidine-1-carboxylate